N-methyl-N-(hydroxyethyl)xylidine CN(C1=C(C(=CC=C1)C)C)CCO